2-methyl-3-(4-(3-(trifluoromethyl)phenoxy)phenyl)-5,6,7,8-tetrahydroquinolin-4(1H)-one CC=1NC=2CCCCC2C(C1C1=CC=C(C=C1)OC1=CC(=CC=C1)C(F)(F)F)=O